C(=C)OCCC(C)C i-pentyl vinyl ether